Acetyl Methyltaurate CNCCS(=O)(=O)OC(C)=O